benzyl 4-[[(2R,6S)-2,6-dimethyl-4-[4-(5-nitro-1H-indazol-3-yl)-2-pyridyl]piperazin-1-yl]methyl]piperidine-1-carboxylate C[C@H]1N([C@H](CN(C1)C1=NC=CC(=C1)C1=NNC2=CC=C(C=C12)[N+](=O)[O-])C)CC1CCN(CC1)C(=O)OCC1=CC=CC=C1